N-(4-(5-fluoro-2,4-dioxo-3,4-dihydropyrimidin-1(2H)-yl)phenyl)hexanamide FC=1C(NC(N(C1)C1=CC=C(C=C1)NC(CCCCC)=O)=O)=O